C(C1=CC=CC=C1)OC([C@@H](NC(CN1CCCC1)=O)CC(C)(C)C)=O 4-methyl-N-(pyrrolidin-1-ylacetyl)-L-leucine benzyl ester